Carboxy-N-(carboxymethyl)-N-((6-(6-(5-(2-fluoroethoxy)pyridin-2-yl)-1,2,4,5-tetrazin-3-yl)pyridin-3-yl)methyl)methanaminium 2,2,2-trifluoroacetate FC(C(=O)[O-])(F)F.C(=O)(O)C[NH+](CC=1C=NC(=CC1)C=1N=NC(=NN1)C1=NC=C(C=C1)OCCF)CC(=O)O